CNC=1N=CC(=C2C=CN=CC12)C=1OC2=C(N1)C=C(C=C2)N2CCOCC(C2)=C 8-(methylamino)-5-(5-(6-methylene-1,4-oxazepan-4-yl)benzo[d]oxazol-2-yl)-2,7-naphthyridin